C(C)NC(CN(C)C1=CC=C(C=C1)C=O)=O N-ETHYL-2-[(4-FORMYLPHENYL)(METHYL)AMINO]ACETAMIDE